F[B-](F)(F)F.C(C=CCC)N1C=[N+](C=C1)C 1-(2-pentenyl)-3-methylimidazolium tetrafluoroborate